C(CCCCCCCCCCCCCCCCC)C1=C(C(=CC(=C1)C)CCCCCCCCCCCCCCCCCC)O 2,6-Di-octadecyl-4-methylphenol